CC1=C(C(=CC=C1)C(F)(F)F)COC=1C=NC(=NC1)N1C[C@@H](OCC1)CN [(2S)-4-(5-{[2-methyl-6-(trifluoromethyl)phenyl]methoxy}pyrimidin-2-yl)morpholin-2-yl]methanamine